C(C)(=O)N1CC(C1)NCC1=CN(C2=CC(=CC=C12)C1=NC=CC(=C1Cl)C=1C(=C(C=CC1)C1=CC=C(C(=N1)OC)CNC[C@@H]1CCC(N1)=O)Cl)C (S)-5-((((6-(3-(2-(3-(((1-acetylazetidin-3-yl)amino)methyl)-1-methyl-1H-indol-6-yl)-3-chloropyridin-4-yl)-2-chlorophenyl)-2-methoxypyridin-3-yl)methyl)amino)methyl)pyrrolidin-2-one